Methyl 3-((4-(2-((3-chloro-4-methylphenyl)carbamoyl)-2,3-dihydro-4H-benzo[b][1,4]oxazin-4-yl)-6-((3-(4-fluorophenyl)propyl)amino)-1,3,5-triazin-2-yl)amino)propanoate ClC=1C=C(C=CC1C)NC(=O)C1CN(C2=C(O1)C=CC=C2)C2=NC(=NC(=N2)NCCCC2=CC=C(C=C2)F)NCCC(=O)OC